FC=1C=C(C=CC1)C1=CC=CC(=N1)C[C@@H]1N(CC[C@@H]1NS(=O)(=O)C)C(C(C)C)=O N-(cis-2-((6-(3-fluorophenyl)pyridin-2-yl)methyl)-1-isobutyrylpyrrolidin-3-yl)methanesulfonamide